2,6-bis(4-formyl-chlorophenoxy)naphthalene (dimethylamino)-4-oxo-butanoate CN(C)C(C(=O)O)CC=O.C(=O)C1=CC(=C(OC2=CC3=CC=C(C=C3C=C2)OC2=C(C=C(C=C2)C=O)Cl)C=C1)Cl